[Si](C1=CC=CC=C1)(C1=CC=CC=C1)(C(C)(C)C)OC[C@H]1C[C@@](CNC1)(O)C (3S,5S)-5-(((tert-butyldiphenylsilyl)oxy)methyl)-3-methylpiperidin-3-ol